ethyl 4-((4-methoxyphenyl) ethynyl)-7-methyl-7H-pyrrolo[2,3-d]pyrimidine-6-carboxylate COC1=CC=C(C=C1)C#CC=1C2=C(N=CN1)N(C(=C2)C(=O)OCC)C